C(C)(C)(C)OC(=O)N1CC(CC1)OC=1C=NC(=CC1)C(NC)=O 3-((6-(methylcarbamoyl)pyridin-3-yl)oxy)pyrrolidine-1-carboxylic acid tert-butyl ester